methyl (1r,4r)-cyclohexane-1,4-dicarboxylate C1(CCC(CC1)C(=O)[O-])C(=O)OC